N-(5-(4-fluorobenzo[d][1,3]dioxol-5-yl)-1-(3-methoxy-3-methylbutyl)-1H-pyrazolo[3,4-b]pyridin-3-yl)-3,3-dimethylbutanamide FC1=C(C=CC=2OCOC21)C=2C=C1C(=NC2)N(N=C1NC(CC(C)(C)C)=O)CCC(C)(C)OC